C(C)N1C2=NC(=NC(=C2N=C1)N[C@@H]1CN(C[C@H]1F)S(=O)(=O)NC)N[C@H]([C@@H](C)O)CC |o1:12,16| (3R*,4R*)-3-((9-ethyl-2-(((2R,3S)-2-hydroxypentan-3-yl)amino)-9H-purin-6-yl)amino)-4-fluoro-N-methylpyrrolidine-1-sulfonamide